7-[[5-(4-hydroxy-1-piperidyl)-2-pyridyl]amino]-4-(6-methylpyrazolo-[1,5-a]pyrimidin-3-yl)isoindolin-1-one OC1CCN(CC1)C=1C=CC(=NC1)NC=1C=CC(=C2CNC(C12)=O)C=1C=NN2C1N=CC(=C2)C